ClC1=CC=C(C=N1)C[C@H]1C(N([C@H]2C[C@@H]12)C1=CC(=NN1)C1=CN=NC=C1C)=O (1S,4R,5S)-4-((6-chloropyridin-3-yl)-methyl)-2-(3-(5-methylpyridazin-4-yl)-1H-pyrazol-5-yl)-2-azabicyclo[3.1.0]hexan-3-one